(S)-3-(1-(4-Amino-3-(5-hydroxypyridin-3-yl)-1H-pyrazolo[3,4-d]pyrimidin-1-yl)ethyl)-4-(3-((dimethylamino)methyl)phenyl)-1H-isochromen-1-on Hydrobromid Br.NC1=C2C(=NC=N1)N(N=C2C=2C=NC=C(C2)O)[C@@H](C)C=2OC(C1=CC=CC=C1C2C2=CC(=CC=C2)CN(C)C)=O